N[C@H](C(=O)O)CC1=CC=C(C=C1)C1=NC=CC(=C1)OC (S)-2-amino-3-(4-(4-methoxypyridin-2-yl)phenyl)propanoic acid